Cl.N1CC(C1)NC(=O)N1CCN(CC1)C1=NC=C(C=N1)C=1C=CC=2N(C1)C(=C(N2)CC)N(C)C=2SC(=C(N2)C2=CC=C(C=C2)F)C#N N-(azetidin-3-yl)-4-(5-(3-((5-cyano-4-(4-fluorophenyl)thiazol-2-yl)(methyl)amino)-2-ethylimidazo[1,2-a]pyridin-6-yl)pyrimidin-2-yl)piperazine-1-carboxamide hydrochloride